CN(C(C=CC1=CC2=C(NC(CC(N2)C)=O)N=C1)=O)CC=1OC2=C(C1C)C=CC=C2 N-methyl-3-(2-methyl-4-oxo-2,3,4,5-tetrahydro-1H-pyrido[2,3-b][1,4]diazepine-8-Yl)-N-((3-methylbenzofuran-2-yl)methyl)acrylamide